O=C1NC(CC[C@@H]1N1C(C2=CC=C(C=C2C1=O)N1CCC2(CC(C2)N2CCN(CC2)C2=CC=C(C=C2)NC2=C3N=CN(C3=NC=N2)C2CC(C2)NC(CC2=CC=CC=C2)=O)CC1)=O)=O N-((1s,3s)-3-(6-((4-(4-(7-(2-(2,6-dioxopiperidin-3-yl)-1,3-dioxoisoindoline-5-yl)-7-azaspiro[3.5]nonan-2-yl)piperazin-1-yl)phenyl)amino)-9H-purin-9-yl)cyclobutyl)-2-phenylacetamide